C(C)(C)(C)C1=NC(=NO1)C12CCC(CC1)(CC2)CN(C(=O)C21CC(C2)(C1)F)C1=CC(=CC=C1)NC1=NC=C(C=N1)OC(F)F N-((4-(5-(tert-butyl)-1,2,4-oxadiazol-3-yl)bicyclo[2.2.2]octan-1-yl)methyl)-N-(3-((5-(difluoromethoxy)pyrimidin-2-yl)amino)phenyl)-3-fluorobicyclo[1.1.1]pentane-1-carboxamide